(Z)-3-(5-(2-(4-(4-(1-(4-hydroxyphenyl)-2-phenylbut-1-en-1-yl)phenoxy)butyl)-1H-indol-5-yl)-1-oxoisoindolin-2-yl)piperidine-2,6-dione OC1=CC=C(C=C1)/C(=C(\CC)/C1=CC=CC=C1)/C1=CC=C(OCCCCC=2NC3=CC=C(C=C3C2)C=2C=C3CN(C(C3=CC2)=O)C2C(NC(CC2)=O)=O)C=C1